2,6-bis(2,4-diethyloxyphenyl)-4-(4-bis(4-butylphenyl)aminophenyl)pyridine C(C)OC1=C(C=CC(=C1)OCC)C1=NC(=CC(=C1)C1=CC=C(C=C1)N(C1=CC=C(C=C1)CCCC)C1=CC=C(C=C1)CCCC)C1=C(C=C(C=C1)OCC)OCC